3-aminopropyl-diisopropylchlorosilane NCCC[Si](Cl)(C(C)C)C(C)C